7-Bromo-2-(3-fluoro-2-iodophenyl)heptanenitrile BrCCCCCC(C#N)C1=C(C(=CC=C1)F)I